CC(CCCCCC=C)CC 8-methyl-1-decene